COC=1C=CC(=NC1)C(C)=O 1-(5-methoxypyridin-2-yl)ethan-1-one